Cl.F[C@@H]1C[C@H](NC1)C(NC1CC(CC1)C1=CC2=C(S1)C=CS2)=S (2S,4R)-4-fluoro-N-(3-(thieno[3,2-b]thiophen-2-yl)cyclopentyl)pyrrolidine-2-thiocarboxamide hydrochloride